C12CCCC(SC1)C2 6-thiabicyclo[3.2.1]Octane